BrC=1C(=CC2=C(N(N=N2)C2=CC=C(C=C2)OC(C)C)C1)C(=O)OC methyl 6-bromo-1-(4-isopropoxyphenyl)-1H-benzo[d][1,2,3]triazole-5-carboxylate